5-(2-naphthyloxycarbonyl)-7-oxo-bicyclo[2.2.1]Hept-2-ene C1=C(C=CC2=CC=CC=C12)OC(=O)C1C2C=CC(C1)C2=O